C(CCCCCCC\C=C/CCCCCCCC)(=O)OC(COC(NC1CN(C1)CCF)=O)COC(CCCCCCCCCCCCCCC)=O 1-(((1-(2-fluoroethyl)azetidin-3-yl)carbamoyl)oxy)-3-(palmitoyloxy)propan-2-yl oleate